N[C@H](C=1N=C2N(N=C(C=C2)CC2(C(NCCC2)=O)C(=O)OC)C1)C1CCCCCC1 methyl 3-((2-((S)-amino(cycloheptyl)methyl)imidazo[1,2-b]pyridazin-6-yl)methyl)-2-oxopiperidine-3-carboxylate